C(C)(=O)C=1C=C(C=C2C(N(C(=NC12)C1(COC1)C)C)=O)C 8-acetyl-3,6-dimethyl-2-(3-methyloxetan-3-yl)quinazolin-4(3H)-one